4-(6-((4-(1-ethoxyvinyl)-2,6-difluorobenzyl)oxy)pyridin-2-yl)piperidine-1-carboxylate C(C)OC(=C)C1=CC(=C(COC2=CC=CC(=N2)C2CCN(CC2)C(=O)[O-])C(=C1)F)F